N,N-bis(4-methoxybenzyl)-7-methyl-5-(4,4,5,5-tetramethyl-1,3,2-dioxaborolan-2-yl)quinolin-8-amine COC1=CC=C(CN(C=2C(=CC(=C3C=CC=NC23)B2OC(C(O2)(C)C)(C)C)C)CC2=CC=C(C=C2)OC)C=C1